C(=C)OCCCCC(C)=O 6-vinyloxy-hexane-2-one